COC1CCC(CC1)CN[C@H]1[C@@H](CCCCC1)OC=1C=C2CN(C(C2=CC1)=O)C1C(NC(CC1)=O)=O 3-(5-(((1R,2R)-2-((((1r,4R)-4-methoxycyclohexyl)methyl)amino)cycloheptyl)oxy)-1-oxoisoindolin-2-yl)piperidine-2,6-dione